2-(2-(2-hydroxyethoxy)ethoxy)pyridinecarbonitrile OCCOCCOC1(NC=CC=C1)C#N